N-[(1R)-1-[3-(difluoromethyl)-2-fluorophenyl]ethyl]-5-pyrrolidin-3-yl-1H-indazole-7-carboxamide FC(C=1C(=C(C=CC1)[C@@H](C)NC(=O)C=1C=C(C=C2C=NNC12)C1CNCC1)F)F